CC=1N=C2N(C3=CC=CC=C3N=C2)C1C1CCC(CC1)CC#N 2-((1r,4r)-4-(2-methylimidazo[1,2-a]quinoxalin-1-yl)cyclohexyl)acetonitrile